3-Isopropylbiphenyl C(C)(C)C=1C=C(C=CC1)C1=CC=CC=C1